C[C@@H]1CN(C[C@@H](O1)C)C(=O)C=1C2=C(N(N1)CC(=O)N1CCN(CC1)C1=C(C(=CC=C1)C)C)[C@@H]1[C@H](C2)C1 2-{(4aS,5aS)-3-[(2R,6S)-2,6-dimethylmorpholine-4-carbonyl]-4,4a,5,5a-tetrahydro-1H-cyclopropa[4,5]cyclopenta[1,2-c]pyrazol-1-yl}-1-[4-(2,3-dimethylphenyl)piperazin-1-yl]ethan-1-one